3-(((1r,4r)-4-(3-bromo-2-(trifluoromethyl)phenoxy)cyclohexyl)oxy)propan-1-ol BrC=1C(=C(OC2CCC(CC2)OCCCO)C=CC1)C(F)(F)F